C(C)(C)C1[C-](C2=C(C=CC=C(C2C1)C)C1=CC=CC=C1)C iso-propyl-1,4-dimethyl-8-phenyl-dihydroazulenide